FC1=C(C=C(C=C1)/C=C/C(=O)OCC)C=1C(=NC(=C(C1)NC(=O)OC)OC(F)(F)F)OC Ethyl (E)-3-(4-fluoro-3-(2-methoxy-5-((methoxycarbonyl)amino)-6-(trifluoromethoxy)pyridin-3-yl)phenyl)acrylate